BrC1=NN2C(N=C(C=C2NC[C@@]2(C[C@@H](CC2)O)C2=CC=CC=C2)C(F)(F)F)=C1 |o1:11,13| (1R*,3S*)-3-(((2-bromo-5-(trifluoromethyl)pyrazolo[1,5-a]pyrimidin-7-yl)amino)methyl)-3-phenylcyclopentan-1-ol